ClC1=C(C=CC=C1)CC=1N(C(N(N1)C)=O)CC1CCCCCC1 5-[(2-chlorophenyl)methyl]-4-(cycloheptylmethyl)-2-methyl-2,4-dihydro-3H-1,2,4-triazol-3-one